C(C)(C)(C)OC(=O)N1C(CN(CC1)C(=O)OC(C)(C)C)C=1SC(=C(N1)C1=C(C(=CC=C1)NS(=O)(=O)C1=C(C=CC(=C1)F)F)F)C1=NC(=NC=C1)Cl 2-{5-(2-chloropyrimidin-4-yl)-4-[3-(2,5-difluorobenzenesulfonylamino)-2-fluorophenyl]-thiazol-2-yl}-piperazine-1,4-dicarboxylic acid di-tert-butyl ester